COC1=C(C(=CC(=C1)C=C)OC)O 2,6-dimethoxy-4-vinylphenol